1-([1,1'-biphenyl]-3-yl)-6-chloro-1H-pyrrolo[2,3-b]pyridine C1(=CC(=CC=C1)N1C=CC=2C1=NC(=CC2)Cl)C2=CC=CC=C2